OC1=C(C(=O)N2CC3=CC=CC(=C3C2)N(C(C=C)=O)C)C(=CC(=C1)O)C N-(2-(2,4-Dihydroxy-6-methylbenzoyl)isoindolin-4-yl)-N-methylacrylamide